COC=1C=C2C(=NC1)C1(OC2)CCC(C(C1)(C)C)=O 3'-Methoxy-5,5-dimethyl-4-oxo-5'H-spiro[cyclohexane-1,7'-furo[3,4-b]pyridin]